BrC1=CC=CC(=N1)OC1CC(N(CC1)C(=O)OC(C)(C)C)(C)C tert-butyl 4-((6-bromopyridin-2-yl)oxy)-2,2-dimethylpiperidine-1-carboxylate